2,6-di-t-butyl-4-methylphenyl-pentaerythritol diphosphate OP(O)(=O)OP(=O)(O)O.C(C)(C)(C)C1=C(C(=CC(=C1)C)C(C)(C)C)C(O)C(CO)(CO)CO